CC1(CCN(CC1)CCO[C@H](C)C1=CC=C(C=N1)C1=CC=2C3=C(N=NC2C=C1)N(C(N3C3CCOCC3)=O)C)C (R)-8-(6-(1-(2-(4,4-dimethylpiperidin-1-yl)ethoxy)ethyl)pyridin-3-yl)-3-methyl-1-(tetrahydro-2H-pyran-4-yl)-1H-imidazo[4,5-c]cinnolin-2(3H)-one